di-ammonium sulfate S(=O)(=O)([O-])[O-].[NH4+].[NH4+]